C(C)[N+]1(CCCCC1)CC N,N-diethyl-piperidinium